2-(4,6-dimethyl-5-(2-(trifluoromethyl)phenyl)-1H-benzo[d]imidazol-2-yl)-2-(4-(ethylsulfonyl)phenyl)ethanol CC1=C(C(=CC=2NC(=NC21)C(CO)C2=CC=C(C=C2)S(=O)(=O)CC)C)C2=C(C=CC=C2)C(F)(F)F